1-(5-((4-(cycloheptylmethyl)piperazin-1-yl)methyl)pyrazolo[1,5-a]pyridin-3-yl)dihydropyrimidine-2,4(1H,3H)-dione C1(CCCCCC1)CN1CCN(CC1)CC1=CC=2N(C=C1)N=CC2N2C(NC(CC2)=O)=O